ClC1=C(C=C2C(=CNC2=C1)C(=O)NOC1=CC=CC=C1)C=1C(=NC(=CC1)N(C)C)OC 6-chloro-5-(6-(dimethylamino)-2-methoxypyridin-3-yl)-N-phenoxy-1H-indole-3-carboxamide